tert-butyl 6-[3-[[2-(2,6-dioxo-3-piperidyl)-1,3-dioxo-isoindolin-4-yl]amino]propyl]-2-azaspiro[3.3]heptane-2-carboxylate O=C1NC(CCC1N1C(C2=CC=CC(=C2C1=O)NCCCC1CC2(CN(C2)C(=O)OC(C)(C)C)C1)=O)=O